ClC1=CC=C(C(=N1)N1C[C@@H](C[C@@H]1C)C#N)C=O (3R,5S)-1-(6-chloro-3-formyl-2-pyridyl)-5-methyl-pyrrolidine-3-carbonitrile